Cl.CO[C@@H]1CNC[C@@H]1C (3S,4S)-3-methoxy-4-methyl-pyrrolidine hydrochloride